CC1=C(C(=C(C(=C1C)C)C)C)S(=O)(=O)Cl 2,3,4,5,6-pentamethylphenylsulfonyl chloride